3-(4-(tert-butyl) pyridinio)-1-propanesulfonate C(C)(C)(C)C1=CC=[N+](C=C1)CCCS(=O)(=O)[O-]